C(C)(=O)N1CCN(CC1)C1=CC(=NC(=N1)C)NC=1SC(=CN1)C(=O)NC1=C(C=CC=C1C)Cl 2-((6-(4-acetylpiperazin-1-yl)-2-methylpyrimidin-4-yl)amino)-N-(2-chloro-6-methylphenyl)thiazole-5-carboxamide